ClC1=NC(=NC(=C1)C=1OC=CC1)N(C)C 4-chloro-6-(2-furyl)-N,N-dimethyl-pyrimidin-2-amine